1-iodo-6-(heptafluoroisopropoxy)perfluorohexane IC(C(C(C(C(C(OC(C(F)(F)F)(C(F)(F)F)F)(F)F)(F)F)(F)F)(F)F)(F)F)(F)F